tert-butyl 4-(((5R,7S)-2,2-difluoro-7-(4-(methoxycarbonyl)phenyl)-8-azaspiro[4.5]decan-8-yl)methyl)-5-methoxy-7-methyl-1H-indole-1-carboxylate FC1(C[C@@]2(CC1)C[C@H](N(CC2)CC2=C1C=CN(C1=C(C=C2OC)C)C(=O)OC(C)(C)C)C2=CC=C(C=C2)C(=O)OC)F